4-{[4-({[tert-butyl(dimethyl)silyl]oxy}methyl)-1H-pyrazol-1-yl]methyl}-2-fluoro-6-methoxybenzonitrile [Si](C)(C)(C(C)(C)C)OCC=1C=NN(C1)CC1=CC(=C(C#N)C(=C1)OC)F